(3,8-phenanthroline-5-yl)boronic acid C1=CN=CC2=C(C=C3C=NC=CC3=C12)B(O)O